C(CCCCCCCCCC=CCCCCCCCC)(=O)OCCCCCCCCCCCCCCCCCCCCCCCC lignoceryl eicos-11-enoate